3-dimethylphosphinylsulfinyl-2(3H)-oxazolone CP(=O)(S(=O)N1C(OC=C1)=O)C